4-(4-((1R,4R)-2,5-diazabicyclo[2.2.2]octan-2-yl)-2-(((S)-1-methylpyrrolidin-2-yl)methoxy)quinazolin-7-yl)naphthalen-2-ol [C@H]12N(C[C@H](NC1)CC2)C2=NC(=NC1=CC(=CC=C21)C2=CC(=CC1=CC=CC=C21)O)OC[C@H]2N(CCC2)C